C(C(=C)C)(=O)OCCCCCCCCCCCCCCCCCCCCCCCCCCCCCC triacontyl methacrylate